methyl 2'-formyl-5'-methoxy-6-methyl-(4,4'-bipyridine)-3-carboxylate C(=O)C1=NC=C(C(=C1)C1=C(C=NC(=C1)C)C(=O)OC)OC